OC(C(=O)[O-])C(C=O)(C)C 2-hydroxy-3,3-dimethyl-4-oxobutanoate